N-(5-cyclopropyl-3-pyridyl)-6-[(1S,4S)-2,5-diazabicyclo[2.2.1]heptan-2-yl]pyrido[3,2-d]pyrimidin-4-amine C1(CC1)C=1C=C(C=NC1)NC=1C2=C(N=CN1)C=CC(=N2)N2[C@@H]1CN[C@H](C2)C1